OC1=CC=C(C=C1)N1C(N(C(C1(C)C)=O)C=1C(=C(C#N)C=CC1)C(F)(F)F)=S=O [3-(4-Hydroxyphenyl)-4,4-dimethyl-5-oxo-2-sulfinyl-imidazolidin-1-yl]-2-(trifluoromethyl)benzonitrile